C(C(C)(C)C)(=O)OC(C(C)(C)C)=O PIVALIC ANHYDRIDE